COC1=CC=C(C=N1)C=1C=C(C=CC1)N(C1=NC=2N(C3=C1C=CC(=N3)NC)C=NN2)C N5-(3-(6-methoxypyridin-3-yl)phenyl)-N2,N5-dimethylpyrido[3,2-e][1,2,4]triazolo[4,3-a]pyrimidine-2,5-diamine